amino-5-(phosphonomethyl)-[1,1'-biphenyl] NC1=C(C=C(C=C1)CP(=O)(O)O)C1=CC=CC=C1